2-Tert-butyl-N-{4-methyl-3-[8-(morpholin-4-yl)imidazo[1,2-a]pyridin-6-yl]phenyl}-1,3-oxazole-4-carboxamide C(C)(C)(C)C=1OC=C(N1)C(=O)NC1=CC(=C(C=C1)C)C=1C=C(C=2N(C1)C=CN2)N2CCOCC2